[4-[2-methyl-5-(trifluoromethyl)pyrazol-3-yl]phenyl]methanol tert-butyl-4-(8-chloro-4-oxo-3,4-dihydro-quinazolin-2-yl)-3,6-dihydropyridine-1(2H)-carboxylate C(C)(C)(C)C1N(CC=C(C1)C1=NC2=C(C=CC=C2C(N1)=O)Cl)C(=O)OCC1=CC=C(C=C1)C=1N(N=C(C1)C(F)(F)F)C